C(CCCCCCC)C(CCCCCCCCC)OC(CCCCCCCOCC(COCCOCCOCCOCCOS(=O)(=O)C)OCCCCCCCC(=O)OC(CCCCCCCC)CCCCCCCC)=O 1-octyldecyl-8-[3-[2-[2-[2-(2-methylsulfonyloxyethoxy)ethoxy]ethoxy]ethoxy]-2-[8-(1-octylnonoxy)-8-oxo-octoxy]propoxy]octanoate